2-(3-Oxa-6-azabicyclo[3.1.1]heptan-6-yl)-N-(5-fluoro-2-((1-(trifluoromethyl)-2-oxabicyclo[2.2.2]octan-4-yl)carbamoyl)phenyl)-6-methoxybenzo[d]thiazole-7-carboxamide C12COCC(N1C=1SC3=C(N1)C=CC(=C3C(=O)NC3=C(C=CC(=C3)F)C(NC31COC(CC3)(CC1)C(F)(F)F)=O)OC)C2